N-(3-(2-amino-2-oxoacetyl)-4-fluorophenyl)-4-cyclopropyl-2-(4-fluoro-2-methylphenoxy)-5-(trifluoromethyl)benzamide NC(C(=O)C=1C=C(C=CC1F)NC(C1=C(C=C(C(=C1)C(F)(F)F)C1CC1)OC1=C(C=C(C=C1)F)C)=O)=O